(9S)-N-(2-amino-3-fluoro-4-((4-hydroxybenzyl)amino)phenyl)-9,10-difluorodecanamide NC1=C(C=CC(=C1F)NCC1=CC=C(C=C1)O)NC(CCCCCCC[C@@H](CF)F)=O